C(#N)[C@@]1(CC12CC2)C=2C=C1C=C(N=CC1=CC2)NC(=O)[C@H]2[C@@H](C2)C=2C=NN(C2C(F)(F)F)C (1R,2R)-N-(6-((R)-1-cyanospiro[2.2]pentan-1-yl)isoquinolin-3-yl)-2-(1-methyl-5-(trifluoromethyl)-1H-pyrazol-4-yl)cyclopropane-1-carboxamide